4,11-diamino-2-butyl-1H-naphth[2,3-f]isoindole-1,3,5,10(2H)-tetrone NC1=C2C(=C(C=3C(N(C(C13)=O)CCCC)=O)N)C(C1=CC=CC=C1C2=O)=O